COCCOC1=NC=C(C(=O)NC=2SC3=C(N2)C=CC(=C3)C(=O)O)C=C1 2-(6-(2-methoxyethoxy)nicotinamido)benzo[d]thiazole-6-carboxylic acid